lithium 4,5-dicyano-2-pentafluoroethylimidazolide C(#N)C=1N=C([N-]C1C#N)C(C(F)(F)F)(F)F.[Li+]